C(C)(C)(C)N1N=C(C=C1NC(=O)C1=CC(=NN1C)COC)[C@H]1[C@@H]([C@H](CC1)O)F |r| rac-N-(1-(tert-butyl)-3-((1S,2S,3S)-2-fluoro-3-hydroxycyclopentyl)-1H-pyrazol-5-yl)-3-(methoxymethyl)-1-methyl-1H-pyrazole-5-carboxamide